BrC(C[Si](OCC)(OCC)OCC)Br 2,2-dibromoethyltriethoxysilane